BrC1=CC(=C(C(=O)C2CC=CCC2C(=O)[O-])C=C1)Cl 6-(4-bromo-2-chlorobenzoyl)cyclohex-3-ene-1-carboxylate